NC1=C2C(=NC=N1)N(N=C2C=2NC1=CC=C(C=C1C2)C#N)C(C)(C)C 2-(4-Amino-1-tert-butyl-pyrazolo[3,4-d]pyrimidin-3-yl)-1H-indole-5-carbonitrile